OC1=C(C=C2C(=C(C(OC2=C1C=O)=O)CCC(=O)N1CCN(CC1)C)C)OCCOC 7-hydroxy-6-(2-methoxyethoxy)-4-methyl-3-(3-(4-methylpiperazin-1-yl)-3-oxopropyl)-2-oxo-2H-chromene-8-carbaldehyde